1,1-diethoxy-3-methylbutane C(C)OC(CC(C)C)OCC